CS(=O)(=O)OC1CCS(C1)(=O)=O 4-methylsulfonyloxytetrahydrothiophene-1,1-dioxide